3-[3,5-difluoro-4-[4-[1-methyl-1-(4-piperidyl)ethyl]piperazin-1-yl]anilino]piperidine-2,6-dione FC=1C=C(NC2C(NC(CC2)=O)=O)C=C(C1N1CCN(CC1)C(C)(C1CCNCC1)C)F